C[C@H]1N(CCC1)C=1C=C2C(=CC=NC2=CC1)C(=O)O (R)-6-(2-methylpyrrolidin-1-yl)quinoline-4-carboxylic acid